O[C@H](COC=1C=C(C=CC1)S(=O)(=O)NC)CNC1COC2(C1)CCN(CC2)S(=O)(=O)C=2C=NC(=CC2)N2CCCCC2 3-((2S)-2-hydroxy-3-(8-(6-(piperidin-1-yl)pyridin-3-ylsulfonyl)-1-oxa-8-azaspiro[4.5]decan-3-ylamino)propoxy)-N-methylbenzenesulfonamide